C(=O)(OC(C)(C)C)C1=NC(=C(C=C1N[2H])OC)Br Boc-6-bromo-5-methoxypyridin-3-amine-d